1-{[(4-methoxybenzyl)(4-dimethylaminobenzyl)amino]carbonyloxymethoxy}-5-{[(4-methoxybenzyl)(4-dimethylaminobenzyl)amino]carbonyloxymethoxy}-3-(dimethylamino)pentane COC1=CC=C(CN(C(=O)OCOCCC(CCOCOC(=O)N(CC2=CC=C(C=C2)N(C)C)CC2=CC=C(C=C2)OC)N(C)C)CC2=CC=C(C=C2)N(C)C)C=C1